4-[2-(1H-1,2,3,4-tetrazol-5-yl)ethoxy]pyrrolidine-1-carboxamide N1N=NN=C1CCOC1CCN(C1)C(=O)N